tert-Butyl ((S)-8-((1-ethyl-4-oxo-1,4-dihydroquinolin-3-yl)sulfonyl)-1-oxa-8-azaspiro[4.5]decan-3-yl)((s)-2-hydroxy-3-(3-(methylsulfonyl)phenoxy)propyl)carbamate C(C)N1C=C(C(C2=CC=CC=C12)=O)S(=O)(=O)N1CCC2(C[C@@H](CO2)N(C(OC(C)(C)C)=O)C[C@@H](COC2=CC(=CC=C2)S(=O)(=O)C)O)CC1